5-(1-((2-aminoethyl)(cyclopropyl)amino)-3,3,3-trifluoropropyl)-4-fluorothiophene-3-carbonitrile NCCN(C(CC(F)(F)F)C1=C(C(=CS1)C#N)F)C1CC1